COC1=CC=C(CN2C(C(CC2)(C=C)C=2OC(=NN2)C=2C(=NN(C2)C)NC2=CC=C(C=C2)C(F)(F)F)=O)C=C1 1-(4-methoxybenzyl)-3-(5-(1-methyl-3-((4-(trifluoromethyl)phenyl)amino)-1H-pyrazol-4-yl)-1,3,4-oxadiazol-2-yl)-3-vinylpyrrolidin-2-one